tert-butyl (E)-(3-(2,3-dihydroxyphenyl)allyl)(methyl)carbamate OC1=C(C=CC=C1O)/C=C/CN(C(OC(C)(C)C)=O)C